FC(C=1C=CC=C2C=NC=NC12)(F)F 8-(trifluoromethyl)quinazolin